N1(CCOCC1)S(=O)(=O)C=1C=NC2=CC=C(C=C2C1O)C(F)(F)F 3-morpholinesulfonyl-6-(trifluoromethyl)quinolin-4-ol